N-((R)-1-(4-(ethylsulfonyl)phenyl)-2-hydroxyethyl)-4-((2S,4R)-2-((trifluoromethoxy)methyl)-4-(4-(trifluoromethyl)phenoxy)pyrrolidin-1-yl)benzamide C(C)S(=O)(=O)C1=CC=C(C=C1)[C@H](CO)NC(C1=CC=C(C=C1)N1[C@@H](C[C@H](C1)OC1=CC=C(C=C1)C(F)(F)F)COC(F)(F)F)=O